C1(CC1)COC=1C=C(C(=O)N[C@H](C)C=2SC(=NN2)C)C=C(C1)C=1SC(=CN1)C 3-(cyclopropylmethoxy)-N-[(1R)-1-(5-methyl-1,3,4-thiadiazol-2-yl)ethyl]-5-(5-methyl-1,3-thiazol-2-yl)benzamide